dipotassium hydrogencarbonate C(O)([O-])=O.[K+].[K+].C(O)([O-])=O